O[C@@]1(CC[C@@H]2[C@H]3CC[C@@]4([C@H](CC[C@H]4[C@@H]3CC[C@@H]2C1)C(=O)O)C)C (3R,5R,8R,9R,10S,13S,14S,17S)-3-hydroxy-3,13-dimethylhexadecahydro-1H-cyclopenta[a]phenanthrene-17-carboxylic acid